(S)-5-((((2',3-difluoro-5-methoxy-2''-methyl-3''-(pyrido[3,4-b]pyrazin-5-ylamino)-[1,1':3',1''-terphenyl]-4-yl)methyl)amino)methyl)pyrrolidin-2-one FC1=C(C=CC=C1C1=C(C(=CC=C1)NC1=NC=CC=2C1=NC=CN2)C)C2=CC(=C(C(=C2)OC)CNC[C@@H]2CCC(N2)=O)F